C1(CC1)COCC1=CC=C(C=C1)NC(C1=C(C=CC(=C1)C1=NC(=C(C=C1)N)N)F)=O N-(4-((cyclopropylmethoxy)methyl)phenyl)-5-(5,6-diaminopyridin-2-yl)-2-fluorobenzamide